ClC1=CC=CC2=C1NC(=N2)C(=O)N2C(C1=NC=CN=C1CC2)C (7-Chloro-1H-benzimidazol-2-yl)-(5-methyl-7,8-dihydro-5H-pyrido[3,4-b]pyrazin-6-yl)methanone